4-(bromomethyl)-2-fluoro-N,N-bis[(4-methoxyphenyl)methyl]benzenesulfonamide BrCC1=CC(=C(C=C1)S(=O)(=O)N(CC1=CC=C(C=C1)OC)CC1=CC=C(C=C1)OC)F